C(C)C1=C(CN2CC(CC2)C(=O)O)C=CC(=C1)C(C)=NOCC1=CC(=C(C=C1)C1=CC=NC=C1)C 1-(2-ethyl-4-(1-(((3-methyl-4-(pyridin-4-yl)benzyl)oxy)imino)ethyl)benzyl)pyrrolidine-3-carboxylic acid